7-Chloro-2-(1-cyclopropyl-1H-pyrazol-4-yl)furo[3,2-b]pyridine ClC1=C2C(=NC=C1)C=C(O2)C=2C=NN(C2)C2CC2